(4S,5R)-2-(2,3-dihydrobenzo[b][1,4]dioxin-2-yl-6,7-d2)-4,5-dihydro-1H-imidazole-4,5-d2 O1C2=C(OCC1C=1N[C@@H]([C@@H](N1)[2H])[2H])C=C(C(=C2)[2H])[2H]